3-(6-(6-Methoxypyridin-3-yl)-3H-imidazo[4,5-b]pyridin-2-yl)pyrrolidine-1-carbonitrile COC1=CC=C(C=N1)C=1C=C2C(=NC1)NC(=N2)C2CN(CC2)C#N